CC1=NOC(=C1)CN1N=C2N([C@H](CCC2)C(=O)O)C1=O |r| (5RS)-2-[(3-Methyl-1,2-oxazol-5-yl)methyl]-3-oxo-2,3,5,6,7,8-hexahydro[1,2,4]triazolo[4,3-a]pyridine-5-carboxylic acid